6-iodo-1,1-dihexyloxy-hexane ICCCCCC(OCCCCCC)OCCCCCC